(3S,4r,5R)-1-(4-(piperidin-1-yl)benzyl)piperidine-3,4,5-triol N1(CCCCC1)C1=CC=C(CN2C[C@@H](C([C@@H](C2)O)O)O)C=C1